FC1=C(C(=CC(=C1)OC)F)C1C(C(NC1)=O)NC(=O)NC1=CC=CC=C1 (+)-1-[4-(2,6-difluoro-4-methoxy-phenyl)-2-oxopyrrolidin-3-yl]-3-phenylurea